ClC1=C(C=C(OCC(=O)NC23C[C@H](C(CC2)(CC3)C=3OC(=NN3)OC3=CC(=C(C=C3)Cl)F)O)C=C1)F 2-(4-chloro-3-fluorophenoxy)-N-{(3R)-4-[5-(4-chloro-3-fluorophenoxy)-1,3,4-oxadiazol-2-yl]-3-hydroxybicyclo[2.2.2]oct-1-yl}acetamide